4-methyl-2-(2,2,2-trifluoroethoxy)benzenesulfonyl chloride CC1=CC(=C(C=C1)S(=O)(=O)Cl)OCC(F)(F)F